3-Chloro-4-((2,4-difluorophenyl)methoxy-d2)-2'-(3-(2-hydroxypropan-2-yl)-1H-pyrazol-1-yl)-5',6-Dimethyl-2H-[1,4'-bipyridine]-2-one ClC=1C(N(C(=CC1OC([2H])([2H])C1=C(C=C(C=C1)F)F)C)C1=CC(=NC=C1C)N1N=C(C=C1)C(C)(C)O)=O